2,7-dicarboxyl-4,5-diaza-9-fluorenone C(=O)(O)C1=CC=2C(C3=CC(=CN=C3C2N=C1)C(=O)O)=O